(7R)-N'-((1,2,3,5,6,7-hexahydro-s-indacen-4-yl)carbamoyl)-7-methoxy-5,6,7,8-tetrahydropyrazolo[5,1-b][1,3]oxazepine-3-sulfonimidamide C1CCC2=C(C=3CCCC3C=C12)NC(=O)N=S(=O)(N)C=1C=NN2C1OCC[C@H](C2)OC